COC(/C(=N/N(C1=CC=C(C=C1)OC)CC)/Cl)=O.FC(CCC(=O)N1CCC(CC1)C1=CC(=NC=C1)C(F)(F)F)(F)F 4,4,4-trifluoro-1-(4-(2-(trifluoromethyl)pyridin-4-yl)piperidin-1-yl)butan-1-one Methyl-(Z)-ethyl-2-chloro-2-(2-(4-methoxyphenyl)hydrazono)acetate